8-hydroxyquinolineacetic acid OC=1C=CC=C2C=CC(=NC12)CC(=O)O